ethyl 2-(3-hydroxy-3-methyl-butyl)-5-[[6-(trifluoromethyl)pyridine-2-carbonyl] amino]pyrazolo[1,5-a]pyridine-6-carboxylate OC(CCC1=NN2C(C=C(C(=C2)C(=O)OCC)NC(=O)C2=NC(=CC=C2)C(F)(F)F)=C1)(C)C